2,1,3-benzothiadiazine N1SN=CC2=C1C=CC=C2